C(CCC)N(CCCC)CCC[Si](OCC)(OCC)OCC (N,N-dibutyl)aminopropyltriethoxysilane